tert-butyl 4-(3-(5-(5-methyl-5H-pyrido[4,3-b]indol-7-yl)-3-(trifluoromethyl)pyridin-2-yl)propyl)piperazine-1-carboxylate CN1C2=C(C=3C=CC(=CC13)C=1C=C(C(=NC1)CCCN1CCN(CC1)C(=O)OC(C)(C)C)C(F)(F)F)C=NC=C2